8-methoxy-6-(4-methoxyphenyl)-N-[(6-methylpyridazin-3-yl)methyl]quinazolin-4-amine COC=1C=C(C=C2C(=NC=NC12)NCC=1N=NC(=CC1)C)C1=CC=C(C=C1)OC